(E)-3-hydroxy-5-(4-hydroxystyryl)phenyl sulfurofluoridate S(OC1=CC(=CC(=C1)\C=C\C1=CC=C(C=C1)O)O)(=O)(=O)F